NC1=C2C(=C3C(=N1)C=C(N3)C(=O)N(C)[C@H]3CN(CC1=CC(=CC=C31)C(F)(F)F)C(C(C)C)=O)COC2 (R)-5-amino-N-(2-isobutyryl-7-(trifluoromethyl)-1,2,3,4-tetrahydroisoquinolin-4-yl)-N-methyl-6,8-dihydro-1H-furo[3,4-d]pyrrolo[3,2-b]pyridine-2-carboxamide